C(C)C1(CCC(CC1)NC(C1=CC=C(C=C1)C1=NC=CC2=C1C=CO2)=O)O N-(cis-4-ethyl-4-hydroxycyclohexyl)-4-(furo[3,2-c]pyridin-4-yl)benzamide